Cl.N[13CH2]CC1=CC(O)=C(O)C=C1 dopamine-13C hydrochloride